(S)-1-(((S)-1-methylpiperidin-3-yl)methyl)pyrrolidin CN1C[C@H](CCC1)CN1CCCC1